N-(4-cyanobenzyl)pyrrolidine-2-carboxamide C(#N)C1=CC=C(CNC(=O)C2NCCC2)C=C1